C1(CC1)N1N=NC=C1C(=O)O 1-cyclopropyl-1H-1,2,3-triazole-5-carboxylic acid